ClC1=C(C=C(C=C1)C#N)C=1C=C2C(=NN(C2=CC1)C(C1=CC=CC=C1)(C1=CC=CC=C1)C1=CC=CC=C1)NC(=O)C1CC(C1)=O N-[5-(2-chloro-5-cyanophenyl)-1-trityl-1H-indazol-3-yl]-3-oxocyclobutanecarboxamide